(3R,4S)-3-cyclopropyl-4-methyl-2-oxopyrrolidine-3-carbonitrile C1(CC1)[C@]1(C(NC[C@H]1C)=O)C#N